N1N=CC2=CC(=CC=C12)C#CC1=NC(=NC=C1)C1=NC(=NC=C1)NCC=1C(=NC=C(C1)C)F ((1H-indazol-5-yl)ethynyl)-N-((2-fluoro-5-methylpyridin-3-yl)methyl)-[2,4'-bipyrimidin]-2'-amine